2-((tert-Butoxycarbonyl)amino)-3-iodo-7,8-dihydro-4H-pyrazolo[1,5-a][1,4]Diazepine-5(6H)-carboxylic acid tert-butyl ester C(C)(C)(C)OC(=O)N1CC=2N(CCC1)N=C(C2I)NC(=O)OC(C)(C)C